tert-butyl ((3S,4R)-7-(4-amino-1-methyl-1H-pyrazol-5-yl)-3-fluorooxepan-4-yl)carbamate NC=1C=NN(C1C1CC[C@H]([C@@H](CO1)F)NC(OC(C)(C)C)=O)C